(20S)-20-tert-butyldimethylsilyloxymethyl-pregn-4,6-dien-3-one [Si](C)(C)(C(C)(C)C)OC[C@@H](C)[C@H]1CC[C@H]2[C@@H]3C=CC4=CC(CC[C@]4(C)[C@H]3CC[C@]12C)=O